ClC=1C(=NC=C(C1)C)CC1(NC(=NC(=N1)N)C1=CC=C2C=NN(C2=C1)C1OCCCC1)N 2-[(3-Chloro-5-methyl-2-pyridyl)methyl]-6-(1-tetrahydropyran-2-ylindazol-6-yl)-1,3,5-triazine-2,4-diamine